ClC=1C(=C(N2N=C(N=CC21)NC2CCOCC2)C2(CC2)CC)C#N 5-chloro-7-(1-ethylcyclopropyl)-2-(oxan-4-ylamino)pyrrolo[2,1-f][1,2,4]triazine-6-carbonitrile